methyl (2S)-2-(6-chloro-8-(dimethylcarbamoyl)-1,1-dioxidobenzo[e][1,4,3]oxathiazin-2(3H)-yl)-3-(6-fluoro-2,3-dimethylphenyl)butanoate ClC1=CC2=C(S(N(CO2)[C@H](C(=O)OC)C(C)C2=C(C(=CC=C2F)C)C)(=O)=O)C(=C1)C(N(C)C)=O